C(C1=CC=CC=C1)C1=C2C(=NN1C)CN(C2=O)[C@@H](C)C2=CC=C(C=C2)C#CC2=NC=CC=C2 (S)-3-benzyl-2-methyl-5-(1-(4-(pyridin-2-ylethynyl)phenyl)ethyl)-5,6-dihydropyrrolo[3,4-c]pyrazol-4(2H)-one